C(=O)O.C(=O)O.N[C@@H](C(=O)NC[C@@H](CNC(C1=C(C=C(C=C1)NC=1C=2N(C=CN1)C(=CN2)C2=C(C(=C(C=C2)OC)F)F)CC)=O)O)CCNC(=N)N |&1:12| rac-N-(3-((R)-2-amino-4-guanidinobutanamido)-2-hydroxypropyl)-4-((3-(2,3-difluoro-4-methoxyphenyl)imidazo[1,2-a]pyrazin-8-yl)amino)-2-ethylbenzamide diformate